C(C)C(COC(COC1=C(C=C(C=C1)Cl)C)=O)CCCC (4-chloro-2-methylphenoxy)acetic acid 2-ethylhexyl ester